C(CCC)C1N(S(C2=C(N(C1)C1=CC=CC=C1)C=C(C(=C2)OC[C@H](C(=O)O)OC)SC)(=O)=O)C (R)-3-((3-butyl-2-methyl-7-(methylthio)-1,1-dioxido-5-phenyl-2,3,4,5-tetrahydro-1,2,5-benzothiadiazepin-8-yl)oxy)-2-methoxypropanoic acid